6-bromo-1,2,3,4-tetrahydro-9H-xanthen-9-one BrC=1C=C2OC=3CCCCC3C(C2=CC1)=O